tert-butyl-2-[({6-methoxy-5-[3-(morpholin-4-yl)propoxy]-1,3-benzothiazol-2-yl}methyl)carbamoyl]-2,3-dihydro-1H-indene C(C)(C)(C)C1C(CC2=CC=CC=C12)C(NCC=1SC2=C(N1)C=C(C(=C2)OC)OCCCN2CCOCC2)=O